NC1(C(=CC=CC1)C1=CC=CC=C1)[Pd+] [2-amino-1,1-biphenyl-2-yl]palladium (II)